6-methoxypyridin-2-yl-piperazine-1-carboxylate COC1=CC=CC(=N1)OC(=O)N1CCNCC1